ClC1=CC2=C(N(C(=N2)C2=CC=CC3=CC=CC=C23)C(=O)C2=CC=C(C=C2)OC)C=C1 (5-chloro-2-(naphthalen-1-yl)-1H-benzo[d]imidazol-1-yl)(4-methoxyphenyl)methanone